norbornenedicarboxyamide C12(C(=CC(CC1)C2)CC(=O)N)CC(=O)N